2-(2'-chloro-4-(3-(3-methylpyridin-2-yloxy)pyrrolidin-1-yl)biphenyl-3-yl)ethanol ClC1=C(C=CC=C1)C1=CC(=C(C=C1)N1CC(CC1)OC1=NC=CC=C1C)CCO